9H-Fluoren-9-ylmethyl (2S)-2-[[(1S)-1-(2-amino-2-oxo-ethyl)prop-2-ynyl]-carbamoyl]pyrrolidine-1-carboxylate NC(C[C@@H](C#C)NC(=O)[C@H]1N(CCC1)C(=O)OCC1C2=CC=CC=C2C=2C=CC=CC12)=O